α,α,2,4,6-pentafluoro-phenylacetic acid FC(C(=O)O)(F)C1=C(C=C(C=C1F)F)F